ClC=1C=CC(=C(C=O)C1)C=1C=NC(=NC1)C=1SC=CN1 5-chloro-2-(2-(thiazol-2-yl)pyrimidin-5-yl)benzaldehyde